N-[1-(2-chloro-5-fluorophenyl)-2-[(2-methylprop-2-yl)amino]-2-oxoethyl]-N-[(4-methoxyphenyl)methyl]-6-nitro-2-oxo-1H-quinoline-8-carboxamide ClC1=C(C=C(C=C1)F)C(C(=O)NC(C)(C)C)N(C(=O)C=1C=C(C=C2C=CC(NC12)=O)[N+](=O)[O-])CC1=CC=C(C=C1)OC